2-(2,3-dihydro-1,4-benzodioxin-6-yl)-6-vinylbenzonitrile O1CCOC2=C1C=CC(=C2)C2=C(C#N)C(=CC=C2)C=C